ClC1=C(C(C2=CC=CC=C2)(C2=CC=CC=C2)Br)C=CC=C1 2-chlorotrityl bromide